4-[3-(4-chloro-6-methoxy-1,5-dimethyl-1H-indole-2-amido)oxetan-3-yl]-3-fluorobenzoic acid ClC1=C2C=C(N(C2=CC(=C1C)OC)C)C(=O)NC1(COC1)C1=C(C=C(C(=O)O)C=C1)F